C(=O)O.C1(CC1)C1=NN(C(C=2N1C1=C(C2)C=CS1)=O)CC(=O)N[C@H]1CN(CCC1)C (R)-2-(8-cyclopropyl-5-oxothieno[3',2':4,5]pyrrolo[1,2-d][1,2,4]triazin-6(5H)-yl)-N-(1-methylpiperidin-3-yl)acetamide formate salt